(S)-1-benzyl-3-hydroxy-3-phenylindol-2-one C(C1=CC=CC=C1)N1C([C@@](C2=CC=CC=C12)(C1=CC=CC=C1)O)=O